Prop-2-yn-1-yl N-(2-((S)-1-(2,3-difluorobenzyl)-5-oxopyrrolidin-2-yl)acetyl)-O-methyl-L-threoninate FC1=C(CN2[C@@H](CCC2=O)CC(=O)N[C@@H]([C@H](OC)C)C(=O)OCC#C)C=CC=C1F